Acetylcarnitin C(C)(=O)C(O)(C[N+](C)(C)C)CC([O-])=O